9,10-bis(2-Hydroxyethylmercapto)anthracene OCCSC=1C2=CC=CC=C2C(=C2C=CC=CC12)SCCO